CN1N=C(C=C1NC1=CC=C(C=C1)OC(F)(F)F)C1=CC=C(C=O)C=C1 4-[1-Methyl-5-[4-(trifluoromethoxy)anilino]pyrazol-3-yl]benzaldehyd